din-propyl vinylphosphonate C(=C)P(OCCC)(OCCC)=O